C1(=CC=CC=C1)[C@@H](C)NC1=C2C(NC=N1)=NC(=C2)C2=CC=C(C=C2)O ((R)-4-[4-[(1-phenylethyl)amino]-1H-pyrrolo[2,3-d]pyrimidin-6-yl]-phenol)